N1=C(C=CC2=CC=CC=C12)C1=CC=C(C=C1)NC(C)=O N-(4-(quinoline-2-yl)phenyl)acetamide